6-chloro-5-(2-chloro-4-methylsulfonyl-phenyl)-N-methyl-1,1-dioxo-4H-thieno[3,2-e][1,2,4]thiadiazin-3-amine ClC1=C(C=2NC(=NS(C2S1)(=O)=O)NC)C1=C(C=C(C=C1)S(=O)(=O)C)Cl